C(CC)(=O)OC1=C(C(=C(C=C1)F)N=S(=O)(C)C)Cl (2-chloro-3-((dimethyl (oxo)-λ6-sulfanylidene) amino)-4-fluorophenyl) propanoate